5,9-dibromo-7-methyldibenzo[c,g]carbazole BrC1=CC=2N(C=3C=C(C4=C(C3C2C2=C1C=CC=C2)C=CC=C4)Br)C